OC1=C(C=2CCCCC2C=C1)CC=1C(=CC=C2CCNCC12)O 8-((2-hydroxy-5,6,7,8-tetrahydronaphthalen-1-yl)methyl)-1,2,3,4-tetrahydroisoquinolin-7-ol